4-phenylbutyl-trimethoxysilane C1(=CC=CC=C1)CCCC[Si](OC)(OC)OC